chloro-3-cyanobenzaldehyde oxime ClC1=C(C=NO)C=CC=C1C#N